C(C)(C)(C)OC(=O)N1[C@H](C[C@@](C1)(C1=CC=CC=C1)OC)C(=O)O (2R,4S)-1-(tert-butoxycarbonyl)-4-methoxy-4-phenylpyrrolidine-2-carboxylic acid